(1S,3S,5R)-5-((pent-4-en-1-yloxy)methyl)-2-(O-phenyl-N-(undec-10-enoyl)-L-homoseryl-glycyl)-2-azabicyclo[3.1.0]hexane-3-carboxylic acid benzyl ester C(C1=CC=CC=C1)OC(=O)[C@H]1N([C@H]2C[C@]2(C1)COCCCC=C)C(CNC([C@@H](NC(CCCCCCCCC=C)=O)CCOC1=CC=CC=C1)=O)=O